6-(3-azabicyclo[2.2.1]heptan-3-yl)-2-chloro-pyridine-3-carbonitrile C12CN(C(CC1)C2)C2=CC=C(C(=N2)Cl)C#N